Ethyl (S)-3-(3-bromo-5-chloro-2-fluorophenyl)-3-((tert-butoxycarbonyl)amino)propanoate BrC=1C(=C(C=C(C1)Cl)[C@H](CC(=O)OCC)NC(=O)OC(C)(C)C)F